C(C)(C)(C)OC(=O)N1CCC(=C(C1=O)S(=O)(=O)CNC1=C(C=CC=C1)Cl)O 5-((2-chlorophenyl)aminomethylsulfonyl)-4-hydroxy-6-oxo-3,6-dihydropyridine-1(2H)-carboxylic acid tert-butyl ester